NC(CNC(=O)C1=NC=2N(C=C1)N=C(C2C2=CC(=NC(=C2)C)Cl)C2=CC(=CC=C2)C#N)(C)C N-(2-amino-2-methyl-propyl)-3-(2-chloro-6-methyl-4-pyridyl)-2-(3-cyanophenyl)pyrazolo[1,5-a]pyrimidine-5-carboxamide